(S)-3-cyclopropyl-6-methyl-1-(1-(4-(trifluoromethoxy)phenyl)propan-2-yl)-1,5-dihydro-4H-pyrazolo[3,4-d]pyrimidin-4-one C1(CC1)C1=NN(C=2N=C(NC(C21)=O)C)[C@H](CC2=CC=C(C=C2)OC(F)(F)F)C